3-((4-bromopyridin-2-yl)(methyl)amino)propan-1-ol BrC1=CC(=NC=C1)N(CCCO)C